C12(CC(C1)C2)NC(CC2CN(CC2(F)F)C=2C=1N(N=C(C2)C=2C(NC(NC2)=O)=O)C=CN1)=O N-(bicyclo[1.1.1]pentan-1-yl)-2-(1-(6-(2,4-dioxo-1,2,3,4-tetrahydropyrimidin-5-yl)imidazo[1,2-b]pyridazin-8-yl)-4,4-difluoropyrrolidin-3-yl)acetamide